8-(8-iodoimidazo[1,2-c]pyrimidin-5-yl)-1-methylspiro[4.5]decan-1-amine IC=1C=2N(C(=NC1)C1CCC3(CCCC3(N)C)CC1)C=CN2